1-bromohexyl-2-phenyl-3-allyl-hexyl-4,5-dimethyl-imidazole bromide [Br-].BrC(CCCCC)CCCC(C(CC=1NC(=C(N1)C)C)C1=CC=CC=C1)CC=C